(S)-6-fluoro-1,4-oxazepan F[C@H]1CNCCOC1